1-(3-chloro-4-(1-((5-(5-(difluoromethyl)-1,3,4-oxadiazol-2-yl)-3-fluoropyridin-2-yl)methyl)-1H-1,2,3-triazol-4-yl)phenyl)-N,N-dimethylmethanamine ClC=1C=C(C=CC1C=1N=NN(C1)CC1=NC=C(C=C1F)C=1OC(=NN1)C(F)F)CN(C)C